3-[4-(piperidin-4-yl) phenyl]-1-sulfamoyl-1H-pyrrole-2-carboxylate N1CCC(CC1)C1=CC=C(C=C1)C1=C(N(C=C1)S(N)(=O)=O)C(=O)[O-]